(4aS,9bS)-8-chloro-7-(trifluoromethyl)-1,2,3,4,4a,9b-hexahydrobenzofuro[3,2-b]pyridine hydrogen chloride Cl.ClC=1C(=CC2=C(C1)[C@@H]1NCCC[C@@H]1O2)C(F)(F)F